C(C)(=O)C1=NN(C2=CC=C(C=C12)C=1C=NC=2N(C1)N=C(C2)C(F)(F)F)CC(=O)N2[C@@H](C[C@H](C2)F)C(=O)NC2=NC(=CC=C2)Br (2S,4R)-1-(2-(3-acetyl-5-(2-(trifluoromethyl)pyrazolo[1,5-a]pyrimidin-6-yl)-1H-indazol-1-yl)acetyl)-N-(6-bromopyridin-2-yl)-4-fluoropyrrolidine-2-carboxamide